(4-fluorophenyl)(4-((1-(hydroxymethyl)cyclopropyl)amino)-2-((4-(4-methylpiperazin-1-yl)phenyl)amino)-7H-pyrrolo[2,3-d]pyrimidin-5-yl)methanone FC1=CC=C(C=C1)C(=O)C1=CNC=2N=C(N=C(C21)NC2(CC2)CO)NC2=CC=C(C=C2)N2CCN(CC2)C